N(=O)NC([C@@H](N)C(C)C)=O N-nitroso-valinamide